C1(CC1)C(C)C1=C(C(=CC=C1)C(CC)O)O 2-(1-cyclopropylethyl)-6-(1-hydroxypropyl)phenol